N-{4-[methyl(propan-2-yl)sulfamoyl]phenyl}-2-(4-{1H-pyrrolo[2,3-d]pyrimidin-4-yl}piperazin-1-yl)acetamide CN(S(=O)(=O)C1=CC=C(C=C1)NC(CN1CCN(CC1)C1=C2C(NC=N1)=NC=C2)=O)C(C)C